9-(2-(naphthalen-2-yl)phenyl)-2-chlorocarbazole C1=C(C=CC2=CC=CC=C12)C1=C(C=CC=C1)N1C2=CC=CC=C2C=2C=CC(=CC12)Cl